sodium hydroxyvalerate OC(C(=O)[O-])CCC.[Na+]